2-benzyl-5-ethyl-4-methylsulfanyl-1,2-dihydro-3H-benzo[c]azepin-3-one C(C1=CC=CC=C1)N1CC2=C(C(=C(C1=O)SC)CC)C=CC=C2